3,4-Diphenyl-6-(p-tolyl)pyridazine ethyl-6-Hydroxyquinoline-3-carboxylate C(C)OC(=O)C=1C=NC2=CC=C(C=C2C1)O.C1(=CC=CC=C1)C=1N=NC(=CC1C1=CC=CC=C1)C1=CC=C(C=C1)C